CC1=CC2=C(N=C(N=C2)NC2CCN(CC2)S(=O)(=O)C)C(=N1)N1CC2(C1)CNC(C2)=O 2-(6-methyl-2-((1-(methylsulfonyl)piperidin-4-yl)amino)pyrido[3,4-d]pyrimidin-8-yl)-2,6-diazaspiro[3.4]octan-7-one